N4-[6-(5-chloro-2-fluorophenyl)-2H,3H,4H-pyrido[3,2-b][1,4]-oxazin-8-yl]pyridine-2,4-diamine ClC=1C=CC(=C(C1)C=1C=C(C=2OCCNC2N1)NC1=CC(=NC=C1)N)F